6-Chloro-3-[(1R)-1-[2-(7-fluoro-2-methyl-indazol-5-yl)-3,6-dimethyl-4-oxo-chromen-8-yl]ethoxy]pyridine-2-carboxamide ClC1=CC=C(C(=N1)C(=O)N)O[C@H](C)C=1C=C(C=C2C(C(=C(OC12)C1=CC2=CN(N=C2C(=C1)F)C)C)=O)C